methyl 4-[8-fluoro-5-(4-fluoro-3-methoxy-phenyl)-6-isopropenyl-1H-pyrrolo[2,3-f]indazol-7-yl]cyclohexanecarboxylate FC=1C2=C(C=C3C=NNC13)N(C(=C2C2CCC(CC2)C(=O)OC)C(=C)C)C2=CC(=C(C=C2)F)OC